OC1=C(C(=O)O)C=C(C=N1)OC 2-hydroxy-5-methoxynicotinic acid